(3-(pyridin-2-yl)phenyl)-9H-carbazole-2-amine N1=C(C=CC=C1)C=1C=C(C=CC1)C1=C(C=CC=2C3=CC=CC=C3NC12)N